O=C(CC)O oxo-1-propanol